3-(4,5-dimethylazol-2-yl)-2,5-diphenyltetrazolium bromide tert-Butyl-((5-([1,1'-biphenyl]-4-ylthio)thiophen-2-yl)methyl)carbamate C(C)(C)(C)N(C([O-])=O)CC=1SC(=CC1)SC1=CC=C(C=C1)C1=CC=CC=C1.[Br-].CC=1C=C(NC1C)N1N([NH2+]C(=N1)C1=CC=CC=C1)C1=CC=CC=C1.CC=1C=C(NC1C)N1N([NH2+]C(=N1)C1=CC=CC=C1)C1=CC=CC=C1